P1(=CC=CC=C1)=O phosphinine oxide